N,N,N-trimethyl-N-benzylammonium hydroxide [OH-].C[N+](CC1=CC=CC=C1)(C)C